ClC=1C=C(C=C(C1)Cl)NC=1N(C2=NC(=NC=C2N1)NC1(CCOCC1)C)C1CCNCC1 N8-(3,5-dichlorophenyl)-N2-(4-methyltetrahydro-2H-pyran-4-yl)-9-(piperidin-4-yl)-9H-purine-2,8-diamine